C(C)C=1C(=CC=C2C=C(C=CC12)O)F 8-ethyl-7-fluoro-3-hydroxynaphthalen